tert-butyl ((5-(4-(1-((5-(4-fluorophenoxy)pyridin-2-yl)amino)-1-oxopropan-2-yl)-2,2-dimethylpiperazine-1-carbonyl)-2-methoxypyridin-3-yl)methyl)(methyl)carbamate FC1=CC=C(OC=2C=CC(=NC2)NC(C(C)N2CC(N(CC2)C(=O)C=2C=C(C(=NC2)OC)CN(C(OC(C)(C)C)=O)C)(C)C)=O)C=C1